NC=1C=C(C(=NC1Cl)C1=NC(=NC(=N1)NC(C(F)F)C)NC(C(F)F)C)F 6-(5-amino-6-chloro-3-fluoropyridin-2-yl)-N2,N4-bis(1,1-difluoroprop-2-yl)-1,3,5-triazine-2,4-diamine